7,8-dihydroxyl-4-methylcoumarin OC1=CC=C2C(=CC(OC2=C1O)=O)C